2-azido-2'-deoxyinosine N(=[N+]=[N-])C=1N=C(C=2N=CN([C@H]3C[C@H](O)[C@@H](CO)O3)C2N1)O